C(N)(=O)C=1C(=NN2C1NC1=C(CC2)C=C(C=C1)C(=O)OC)C1=CC=C(C=C1)OC1=CC=CC=C1 methyl 3-carbamoyl-2-(4-phenoxyphenyl)-9,10-dihydro-4H-benzo[d]pyrazolo[1,5-a][1,3]diazepine-7-carboxylate